C1=CC=C2C=C3C(=CC2=C1)C(=O)C4=CC=CC=C4C3=O tetracenequinone